N-((5-(ethylsulfonyl)pyrimidin-2-yl)methyl)thiazole-5-carboxamide C(C)S(=O)(=O)C=1C=NC(=NC1)CNC(=O)C1=CN=CS1